S1C=NC2=C1C=CC(=C2)C=2C=C(C(=O)NC=1N(C=C(N1)CCCCCC(=O)N1CCN(CC1)C)C1=CC=CC=C1)C=CC2 3-(benzo[d]thiazol-5-yl)-N-(4-(6-(4-methylpiperazin-1-yl)-6-oxohexyl)-1-phenyl-1H-imidazol-2-yl)benzamide